2,6-dimethylphenylmagnesium bromide CC1=C(C(=CC=C1)C)[Mg]Br